4-Hydroxy-1-isobutyl-6-methoxy-N-(3-methylpyridin-2-yl)-2-oxo-1,2-dihydroquinoline-3-carboxamide OC1=C(C(N(C2=CC=C(C=C12)OC)CC(C)C)=O)C(=O)NC1=NC=CC=C1C